4-(1H-indol-3-yl)pyrimidine-5-carboxylic acid isopropyl ester C(C)(C)OC(=O)C=1C(=NC=NC1)C1=CNC2=CC=CC=C12